CC1=C(C(=CC=C1)C)N1[C@@H](SC=C1)NC1=NC(=NC=C1)NC1CN(CC1)C(CC)=O (S)-N-(2,6-dimethylphenyl)-2-((2-((1-propionylpyrrolidin-3-yl)amino)pyrimidin-4-yl)amino)thiazole